1-[(3R)-4-{2'-ethoxy-6-[2-(methylamino)ethoxy]-[2,3'-bipyridin]-5-yl}-3-ethylpiperazine-1-carbonyl]-2,3-dihydro-1H-indole-7-carbonitrile C(C)OC1=NC=CC=C1C1=NC(=C(C=C1)N1[C@@H](CN(CC1)C(=O)N1CCC2=CC=CC(=C12)C#N)CC)OCCNC